Cl.C(=N)(NN)NN carbonimidic Dihydrazide Hydrochloride